7-((2S,5R)-4-acryloyl-2,5-dimethylpiperazin-1-yl)-9-chloro-10-(naphthalen-1-yl)-2,3-dihydro-5H-[1,4]thiazino[2,3,4-ij]quinazolin-5-one C(C=C)(=O)N1C[C@@H](N(C[C@H]1C)C1=NC(N2C3=C(C(=C(C=C13)Cl)C1=CC=CC3=CC=CC=C13)SCC2)=O)C